C(CC)[Te]=O n-propyl-tellurium oxide